dodecanoyl-gamma-glutamylcysteinylglycine C(CCCCCCCCCCC)(=O)N[C@@H](CCC(=O)N[C@@H](CS)C(=O)NCC(=O)O)C(=O)O